BrC1CCCC2=CC=CC=C12 bromo-1,2,3,4-tetrahydronaphthalen